C(C)(C)(C)OC(=O)N1CCC(=CC1)C1=NC=C(C=N1)C(C1=C(C=C(C=C1)F)F)=O 4-(5-(2,4-difluorobenzoyl)pyrimidin-2-yl)-3,6-dihydropyridine-1(2H)-carboxylic acid tert-butyl ester